CN([C@@H](COCCC)C(=O)O)C(CCC=C)=O N-methyl-N-(pent-4-enoyl)-O-propyl-L-serine